2,6-dimethylpiperidinyl acetate C(C)(=O)ON1C(CCCC1C)C